NC1=CC(C(NC1=NC=1C(=NN2C1C=CC=C2)OCCN2C=NC=C2)=NC=2C(=NN1C2C=CC=C1)OCCN1C=NC=C1)=N N,N'-(5-Amino-3-iminopyridin-2,6(1H,3H)-diyliden)bis{2-[2-(1H-imidazol-1-yl)ethoxy]pyrazolo[1,5-a]pyridin-3-amin}